N-(4-(hydroxymethyl)tetrahydro-2H-pyran-4-yl)-2,4-dimethyl-5-((4-methylthiazol-5-yl)methoxy)benzofuran-3-carboxamide OCC1(CCOCC1)NC(=O)C1=C(OC2=C1C(=C(C=C2)OCC2=C(N=CS2)C)C)C